(S)-N-(2-(pyrrolidin-3-yl)thieno[2,3-b]pyridin-4-yl)benzo[d]thiazol-5-amine N1C[C@H](CC1)C1=CC=2C(=NC=CC2NC=2C=CC3=C(N=CS3)C2)S1